6-fluoro-N-((3R,4R)-3-fluoro-1-(oxetan-3-yl)piperidin-4-yl)-5-(1-(2-fluoroethyl)-1H-benzo[d][1,2,3]triazol-6-yl)-4-methoxypyrrolo[2,1-f][1,2,4]triazin-2-amine FC=1C(=C2C(=NC(=NN2C1)N[C@H]1[C@@H](CN(CC1)C1COC1)F)OC)C=1C=CC2=C(N(N=N2)CCF)C1